8-[{2-(trifluoromethyl)pyrimidin-5-yl}oxy]quinoline-5-carbonitrile FC(C1=NC=C(C=N1)OC1=CC=C(C=2C=CC=NC12)C#N)(F)F